[N+](=O)([O-])C1=C(C=C(C=C1)C1=NOC(N1)=O)NC1CCN(CC1)C(=O)OC(C)(C)C tert-butyl 4-((2-nitro-5-(5-oxo-4,5-dihydro-1,2,4-oxadiazol-3-yl)phenyl)amino)piperidine-1-carboxylate